FC1=CC=C(C(=N1)NC=1C=C2CC[C@@H](C2=CC1)NC(C)=O)[N+](=O)[O-] N-[(1S)-5-[(6-fluoro-3-nitropyridin-2-yl)amino]-2,3-dihydro-1H-inden-1-yl]acetamide